BrC(C(=O)OC)C1CCOCC1 methyl 2-bromo-2-(tetrahydro-2H-pyran-4-yl)acetate